bromo-chloro-iodomethane BrC(I)Cl